N,N-diethyl-propanediamide C(C)N(C(CC(=O)N)=O)CC